3-(3-fluoro-4-isopropoxyphenyl)-1H-pyrazolo[3,4-d]Pyrimidine-4-amine FC=1C=C(C=CC1OC(C)C)C1=NNC2=NC=NC(=C21)N